N-((5-bromopyridin-3-yl)(cyano)methyl)-6,6-dimethyl-3-azabicyclo[3.1.0]hexane-2-carboxamide BrC=1C=C(C=NC1)C(NC(=O)C1C2C(C2CN1)(C)C)C#N